C(C1=CC=CC=C1)N(CCCl)CC1=CC(=NN1)C N-Benzyl-2-chloro-N-((3-methyl-1H-pyrazol-5-yl)methyl)ethan-1-amine